ClC1=CC(=C(N=N1)OC(F)F)N=C(C1=CC=CC=C1)C1=CC=CC=C1 N-[6-chloro-3-(difluoromethoxy)pyridazin-4-yl]-1,1-diphenyl-methanimine